OC(C)(C)C1=CC=C(C=C1)NC(=O)C=1C(N(N=C(C1)C)C1=C(C=CC=C1)OCC(F)(F)F)=O N-[4-(2-hydroxypropan-2-yl)phenyl]-6-methyl-3-oxo-2-[2-(2,2,2-trifluoroethoxy)phenyl]-2,3-dihydropyridazine-4-carboxamide